(S,Z)-(3'-chloro-2'-methyl-[1,1'-biphenyl]-4-yl)(2-(hydroxymethyl)-4-(methoxyimino)pyrrolidin-1-yl)methanone ClC=1C(=C(C=CC1)C1=CC=C(C=C1)C(=O)N1[C@@H](C/C(/C1)=N/OC)CO)C